4-methyl-6-(4-((2-methyl-5-(4-methyl-1-oxo-1,3-dihydroisobenzofuran-5-yl)piperazin-1-yl)methyl)-1H-pyrazol-1-yl)nicotinonitrile CC1=CC(=NC=C1C#N)N1N=CC(=C1)CN1C(CNC(C1)C=1C(=C2COC(C2=CC1)=O)C)C